(R)-5-(2-(dimethylamino)ethoxy)-N-(1-(3-(1-isopropyl-1H-pyrazol-4-yl)-5-(1-(2-methoxyethyl)-1H-pyrazol-4-yl)phenyl)ethyl)-2-methylbenzamide CN(CCOC=1C=CC(=C(C(=O)N[C@H](C)C2=CC(=CC(=C2)C=2C=NN(C2)CCOC)C=2C=NN(C2)C(C)C)C1)C)C